FC=1C=C(C=C(C1F)C(=O)C=1C=C2N=CC=NC2=CC1)NC(C1=CC(=CC=C1)F)=O N-(3,4-difluoro-5-(quinoxaline-6-carbonyl)phenyl)-3-fluorobenzamide